1,2-dihydro-1,3,4,6-tetramethyl-2-oxo-pyrimidinium C[NH+]1C(N(C(C=C1C)C)C)=O